C(#N)[C@H]1N2C(N([C@H](C(=C1)C)C2)O[C@@H](C(=O)[O-])F)=O.[Li+] lithium (2R)-2-(((2S,5R)-2-cyano-4-methyl-7-oxo-1,6-diazabicyclo[3.2.1]oct-3-en-6-yl)oxy)-2-fluoroacetate salt